C(C)(=O)NCCCC[C@H](N)C(=O)O N(epsilon)-acetyllysine